4-((4-methoxybenzyl)amino)-1-methyl-1H-pyrazole-3-carboxylic acid methyl ester COC(=O)C1=NN(C=C1NCC1=CC=C(C=C1)OC)C